Tert-butyl (7-ethyl-4-oxo-3-(1,1,1-trifluoropropan-2-yl)-4,7-dihydro-3H-pyrrolo[2,3-d]pyrimidin-5-yl)carbamate C(C)N1C=C(C2=C1N=CN(C2=O)C(C(F)(F)F)C)NC(OC(C)(C)C)=O